P(=O)(O)(O)O.NC1=CC=CC=C1 aniline phosphate